C(C)OC(=O)C1=C(N=C(N1NC(CC(=O)OC)=O)C)C(C)C 4-isopropyl-1-(3-methoxy-3-oxopropanamido)-2-methyl-1H-imidazole-5-carboxylic acid ethyl ester